(8-bromoquinolin-3-yl)(3,3-difluoropyrrolidine-1-yl)methanone BrC=1C=CC=C2C=C(C=NC12)C(=O)N1CC(CC1)(F)F